FC(CN1C(=NC=2C(=NC=CC21)C2=CC(=C(C(=O)N(C1CCOCC1)C)C=C2)F)C(F)(F)F)F 4-(1-(2,2-difluoroethyl)-2-(trifluoromethyl)-1H-imidazo[4,5-c]pyridin-4-yl)-2-fluoro-N-methyl-N-(tetrahydro-2H-pyran-4-yl)benzamide